BrC=1N(C2=NC(=NC(=C2N1)N1C(COCC1)C)Cl)CC 4-(8-bromo-2-chloro-9-ethyl-9H-purin-6-yl)-3-methylmorpholine